2-(tetrahydro-2H-pyran-4-yl)ethan-1-ol O1CCC(CC1)CCO